4-(4-chloro-2-fluorophenyl)-3-(2,4-dichlorophenyl)-5-neopentylpyrrolidine-2-carboxylic acid ClC1=CC(=C(C=C1)C1C(C(NC1CC(C)(C)C)C(=O)O)C1=C(C=C(C=C1)Cl)Cl)F